N-[(2-Amino-3-pyridyl)sulfonyl]-6-[3-(phenyl)pyrazol-1-yl]-2-[(4S)-2,2,4-trimethylpyrrolidin-1-yl]pyridin-3-carboxamid NC1=NC=CC=C1S(=O)(=O)NC(=O)C=1C(=NC(=CC1)N1N=C(C=C1)C1=CC=CC=C1)N1C(C[C@@H](C1)C)(C)C